1-(6-bromo-5-fluoro-3-pyridinyl)triazole-4-carboxylic acid ethyl ester C(C)OC(=O)C=1N=NN(C1)C=1C=NC(=C(C1)F)Br